N,N-diethyl-4-methoxy-3-piperazin-1-yl-benzenesulfonamide C(C)N(S(=O)(=O)C1=CC(=C(C=C1)OC)N1CCNCC1)CC